6-((1S,2S)-2-(4-Cyano-1H-pyrazol-1-yl)cyclobutyl)-4-oxo-1-((R)-1-(6-(trifluoromethyl)pyridin-3-yl)ethyl)-4,5-dihydro-1H-pyrazolo[3,4-d]pyrimidin-3-carbonitril C(#N)C=1C=NN(C1)[C@@H]1[C@H](CC1)C=1NC(C2=C(N1)N(N=C2C#N)[C@H](C)C=2C=NC(=CC2)C(F)(F)F)=O